C(C)(=O)C1=CC(=C(C=C1)C1=CC=C(C=C1)C(C)=O)N 4,4'-diacetyl-aminobiphenyl